tert-Butyl N-[4-cyano-5-[4-[2-[[5-(3,3-dimethylcyclobutyl)isoxazol-3-yl]amino]-2-oxoethyl]phenyl]-2-isopropyl-pyrazol-3-yl]carbamate C(#N)C1=C(N(N=C1C1=CC=C(C=C1)CC(=O)NC1=NOC(=C1)C1CC(C1)(C)C)C(C)C)NC(OC(C)(C)C)=O